C1NCC12CCN(CC2)C2=CC=C(C=C2)[C@H]2C=1C=CC(=CC1CC[C@H]2C2=C(C=CC=C2)F)O (5S,6R)-5-(4-(2,7-diazaspiro[3.5]nonane-7-yl)phenyl)-6-(2-fluorophenyl)-5,6,7,8-tetrahydronaphthalen-2-ol